C(C)C1OC2=C(C(N1)=O)C=C(C=C2)N 2-Ethyl-6-amino-2H-benzo[e][1,3]oxazin-4(3H)-one